5-(4-Cyclohexylphenyl)-7-oxo-2-(1-((triisopropylsilyl)oxy)propan-2-yl)-4,7-dihydropyrazolo[1,5-a]pyrimidine-3-carboxylic acid ethyl ester C(C)OC(=O)C=1C(=NN2C1NC(=CC2=O)C2=CC=C(C=C2)C2CCCCC2)C(CO[Si](C(C)C)(C(C)C)C(C)C)C